CN(CCC=1C(=NC=C(C1)C1CCOCC1)N)C (2-(dimethylamino)ethyl)-5-(tetrahydro-2H-pyran-4-yl)pyridin-2-amine